7-(cyclopropylmethoxy)-5-fluoro-2-(2-pyrimidin-2-ylpyrimidin-5-yl)-3,4-dihydro-1H-isoquinoline C1(CC1)COC1=CC(=C2CCN(CC2=C1)C=1C=NC(=NC1)C1=NC=CC=N1)F